OCC=1C=CC(=C(C1)NC([C@H](C)NCCCCCCNC(C=CC(=O)OC)=O)=O)OCC1=CN=C(N1C)[N+](=O)[O-] methyl (S)-4-[(6-{[2-({5-(hydroxymethyl)-2-[(1-methyl-2-nitro-1H-imidazol-5-yl)methoxy]phenyl}amino)-(methyl)-2-oxoethyl]amino}hexyl)amino]-4-oxo-but-2-enate